ClC1=CC(=C(COC2=CC=CC(=N2)N2CCN(C3(CC3)C2)CC2=NC3=C(N2CCOC)C=C(C=C3)C(=O)O)C=C1)F 2-[(7-{6-[(4-chloro-2-fluorobenzyl)oxy]pyridin-2-yl}-4,7-diazaspiro[2.5]oct-4-yl)methyl]-1-(2-methoxyethyl)-1H-benzimidazole-6-carboxylic acid